N[C@@H]1[C@@H](OCC12CCN(CC2)C=2NC(C1=C(N2)NN=C1C1(CC1)C=1SC=C(N1)C)=O)C 6-((3S,4S)-4-amino-3-methyl-2-oxa-8-azaspiro[4.5]decan-8-yl)-3-(1-(4-methylthiazol-2-yl)cyclopropyl)-1,5-dihydro-4H-pyrazolo[3,4-d]pyrimidin-4-one